(2S)-amino-1,1,1-trifluoropropane N[C@H](C(F)(F)F)C